Potassium 3-ethoxy-2-methyl-3-oxopropanoate C(C)OC(C(C(=O)[O-])C)=O.[K+]